C(C1=CC=CC=C1)OC1=NC(=NC(=C1F)C)C(C)=O 1-(4-(benzyloxy)-5-fluoro-6-methylpyrimidin-2-yl)ethan-1-one